lithium bis(pentafluoroethyl-sulfonate) FC(C(F)(F)F)(F)S(=O)(=O)[O-].FC(C(F)(F)F)(F)S(=O)(=O)[O-].[Li+].[Li+]